ClC1=C(C=C(C(=C1[N+](=O)[O-])Cl)[N+](=O)[O-])[N+](=O)[O-] 2,4-dichloro-1,3,5-trinitrobenzene